[O-2].[Cr+3].[Li+].[O-2] lithium-chromium oxide